4-chloro-N-(3-(3,5-dimethylisoxazol-4-yl)-4-(2-(pyrrolidin-1-yl)ethoxy)phenyl)picolinamide ClC1=CC(=NC=C1)C(=O)NC1=CC(=C(C=C1)OCCN1CCCC1)C=1C(=NOC1C)C